C1(CCCC2=CC=CC=C12)=O (+)-TETRALONE